F[C@@](C(=O)N1[C@@H]([C@@H]2[C@H](C1)CCC2)C(=O)N[C@@H](C[C@@H]2C(NCC2)=O)C(CF)=O)(C)C2=CC(=CC=C2)F (1S,3aR,6aS)-2-((S)-2-fluoro-2-(3-fluorophenyl)propanoyl)-N-((S)-4-fluoro-3-oxo-1-((R)-2-oxopyrrolidin-3-yl)butan-2-yl)octahydrocyclopenta[c]pyrrole-1-carboxamide